6-(3-chloro-1-isopropyl-1H-indazol-5-ylmethoxy)-3,4-dihydro-naphthalene-2-carbaldehyde ClC1=NN(C2=CC=C(C=C12)COC=1C=C2CCC(=CC2=CC1)C=O)C(C)C